2,5-dimethoxyhydroquinone 1-(piperidin-4-yl)cyclopropanecarboxylate N1CCC(CC1)C1(CC1)C(=O)O.COC1=C(O)C=C(C(=C1)O)OC